1,2-ethylene succinate C1(CCC(=O)OCCO1)=O